ClC1(C(=O)OCC1)Cl dichloro-γ-butyrolactone